[6-[5-(1-hydroxycyclopropyl)-4H-1,2,4-triazol-3-yl]-2-azaspiro[3.3]heptan-2-yl]-[7-[[5-(trifluoromethyl)pyrazin-2-yl]methyl]-2-azaspiro[3.5]nonan-2-yl]methanone OC1(CC1)C=1NC(=NN1)C1CC2(CN(C2)C(=O)N2CC3(C2)CCC(CC3)CC3=NC=C(N=C3)C(F)(F)F)C1